1-(2-amino-4-methylpentanoyl)-7-(4-(4-(benzo[b]thiophen-4-yl)piperazin-1-yl)butoxy)quinolin-2(1H)-one NC(C(=O)N1C(C=CC2=CC=C(C=C12)OCCCCN1CCN(CC1)C1=CC=CC=2SC=CC21)=O)CC(C)C